ClC1=C(OC=2C=CC=C(C2)O)C=CC(=C1)C(F)(F)F 5-[2-chloro-4-(trifluoromethyl)phenoxy]phenol